(2S)-N-(4,4-difluorocyclohexyl)-N-(4-methylbenzyl)-1-(4-methylphenylsulfonimidoyl)pyrrolidine-2-carboxamide FC1(CCC(CC1)N(C(=O)[C@H]1N(CCC1)S(=O)(=N)C1=CC=C(C=C1)C)CC1=CC=C(C=C1)C)F